2-[1-[(2,3-dichlorophenyl)methyl]-5-oxo-pyrrolidin-2-yl]acetic acid ClC1=C(C=CC=C1Cl)CN1C(CCC1=O)CC(=O)O